4-fluoro-5-(1-methyl-1H-pyrazol-4-yl)benzoic acid FC1=CC=C(C(=O)O)C=C1C=1C=NN(C1)C